tert-butyl (S)-3-(3-(3-acetoxy-2,2-dimethylpropyl)-2-(2-(1-methoxyethyl) pyridin-3-yl)-1-(2,2,2-trifluoroethyl)-1H-indol-5-yl)-2,5-dihydro-1H-pyrrole-1-carboxylate C(C)(=O)OCC(CC1=C(N(C2=CC=C(C=C12)C=1CN(CC1)C(=O)OC(C)(C)C)CC(F)(F)F)C=1C(=NC=CC1)[C@H](C)OC)(C)C